3-(4-Nitrophenyl)-4-phenyl-1,14-dioxadispiro[4.1.57.25]tetradec-3-en-2-one [N+](=O)([O-])C1=CC=C(C=C1)C=1C(OC2(C1C1=CC=CC=C1)CC1(CCCCC1)CO2)=O